(2-((methyl-(4-methylpiperidin-4-yl)amino)methyl)-5-(trifluoromethyl)phenyl)piperidine-4-carboxylic acid CN(C1(CCNCC1)C)CC1=C(C=C(C=C1)C(F)(F)F)N1CCC(CC1)C(=O)O